CN(/C=C(\CC1=CC=C(C2=CC=CC=C12)OC)/C1=C(C=CC=C1)C)C (E)-3-(dimethylamino)-1-(4-methoxynaphthalene-1-yl)-2-(2-methylphenyl)prop-2-ene